ClC1=CC=C(C=C1)CC(=O)N1CC2(C1)CN(C2)CCC2=CC=C(C=C2)C 2-(4-chlorophenyl)-1-(6-(4-methylphenethyl)-2,6-diazaspiro[3.3]heptan-2-yl)ethanone